ON=C1C[C@H]2CC[C@@H](C1)N2C(=O)OC(C)(C)C tert-Butyl (1R,5S,Z)-3-(hydroxyimino)-8-azabicyclo[3.2.1]octane-8-carboxylate